(2-(Benzyloxy)-4,6-dihydroxyphenyl)(4-(((tetrahydrofuran-3-yl)amino)methyl)isoindolin-2-yl)methanone C(C1=CC=CC=C1)OC1=C(C(=CC(=C1)O)O)C(=O)N1CC2=CC=CC(=C2C1)CNC1COCC1